OC=1C(=NC=CC1)NC(C1=CC=CC=C1)=O N-(3-hydroxypyridin-2-yl)benzamide